2-(6-(((1R,3S,5S)-1,5-dimethyl-8-azabicyclo[3.2.1]octan-3-yl)(methyl)amino)pyridazin-3-yl)-5-(4-fluoro-1H-pyrazol-1-yl)phenol C[C@]12CC(C[C@](CC1)(N2)C)N(C2=CC=C(N=N2)C2=C(C=C(C=C2)N2N=CC(=C2)F)O)C